Cl[C@H]1[C@H](Cl)[C@@H](Cl)[C@@H](Cl)[C@H](Cl)[C@H]1Cl γ-hexachlorocyclohexane